N,N'-dimethyl-1,4-diazacycloheptane CN1CCN(CCC1)C